4,4'-[4-(1-methylethyl)phenylmethylene]bis[2,3,6-trimethylphenol] CC(C)C1=CC=C(C=C1)C(C1=C(C(=C(C(=C1)C)O)C)C)C1=C(C(=C(C(=C1)C)O)C)C